(4-(4-((4-(dimethylamino)cyclohexyl)amino)-4-oxobutyl)-1-phenyl-1H-imidazol-2-yl)-3-(1-methyl-1H-pyrazol-4-yl)benzamide hydrochloride Cl.CN(C1CCC(CC1)NC(CCCC=1N=C(N(C1)C1=CC=CC=C1)C1=C(C(=O)N)C=CC=C1C=1C=NN(C1)C)=O)C